7-bromo-2,4,8-trichloro-6-iodo-quinazoline BrC1=C(C=C2C(=NC(=NC2=C1Cl)Cl)Cl)I